CS(=O)(=O)OCCN(C)C1=NN(C2=C1C(=NC=C2)NC2CCOCC2)CC2=CC=C(C=C2)OC 2-((1-(4-methoxybenzyl)-4-((tetrahydro-2H-pyran-4-yl)amino)-1H-pyrazolo[4,3-c]pyridin-3-yl) (methyl)amino)ethyl methanesulfonate